CSC1=NC=CC=C1 2-(methylthio)pyridin